C(C(=O)[C@@H](O)[C@H](O)[C@H](O)CO)N[C@@H](CCSC)C(=O)O N-(1-deoxy-D-fructose-1-yl)-L-methionine